(3S)-3-[5-[4-[[1-[4-[(1S,2R)-6-hydroxy-2-indan-5-yl-tetralin-1-yl]phenyl]-4-piperidyl]methyl]piperazin-1-yl]-1-oxo-isoindolin-2-yl]piperidine-2,6-dione OC=1C=C2CC[C@H]([C@H](C2=CC1)C1=CC=C(C=C1)N1CCC(CC1)CN1CCN(CC1)C=1C=C2CN(C(C2=CC1)=O)[C@@H]1C(NC(CC1)=O)=O)C=1C=C2CCCC2=CC1